naphthyl(fluoranthenyl)benzene C1(=CC=CC2=CC=CC=C12)C1=C(C=CC=C1)C1=CC=C2C=CC=C3C4=CC=CC=C4C1=C23